ClC=1C(=C(C(=CC1)C)N=C(C)C1=NC(=CC=C1)C(C)=NC1=C(C(=CC=C1C)Cl)C)C 2,6-bis(1-(3-chloro-2,6-dimethylphenylimino)ethyl)pyridine